di-ethylammonium C(C)[NH2+]CC